C(=O)(O)CCN1C(C(C=2C3=C(C=CC12)C=CC=C3)(C)C)C 3-(2-carboxyethyl)-1,1,2-trimethyl-1H-benzo[e]indole